NCC1=C(N=CN1C1=C(C=C(C=C1)Cl)C(=O)C1=C(C=CC=C1)F)C(=O)O 5-(aminomethyl)-1-{4-chloro-2-[(2-fluorophenyl)carbonyl]phenyl}-1H-imidazole-4-carboxylic acid